isobutylglycerin C(C(C)C)C(O)C(O)CO